NCCCCCCCCOCOCC[Si](C)(C)C 8-amino-1-{[2-(trimethylsilyl)ethoxy]methoxy}octane